3,5-dichloro-N-[1-(2,2-dimethyl-tetrahydropyran-4-ylmethyl)-4-fluoro-piperidin-4-ylmethyl]-benzamide ClC=1C=C(C(=O)NCC2(CCN(CC2)CC2CC(OCC2)(C)C)F)C=C(C1)Cl